5-Cyclopropyl-3-(3,5-dichlorophenyl)-4-methyl-1H-pyrrol C1(CC1)C1=C(C(=CN1)C1=CC(=CC(=C1)Cl)Cl)C